COC(N[C@H](C(=O)NC=1C(N(C=CC1)CC=1NC2=NC(=NC(=C2N1)N(C)C)C)=O)CC\C=C\C(=O)N(C)C)=O Methyl-(S,E)-(7-(dimethylamino)-1-((1-((6-(dimethylamino)-2-methyl-9H-purin-8-yl)methyl)-2-oxo-1,2-dihydropyridin-3-yl)amino)-1,7-dioxohept-5-en-2-yl)carbamat